C(#N)C1=CC=CC(=N1)CC1=CC(=NC=C1)C(=O)N[C@@H]1C(N(C2=C(OC1)C=CC(=C2)C#CC(C)(C)O)C)=O (S)-4-((6-cyanopyridin-2-yl)methyl)-N-(7-(3-hydroxy-3-methylbut-1-yn-1-yl)-5-methyl-4-oxo-2,3,4,5-tetrahydrobenzo[b][1,4]oxazepin-3-yl)pyridineamide